(3R)-3-amino-5-[(4-chlorophenyl)methyl]-8-fluoro-7-[3-(2-hydroxy-1,1-dimethyl-ethyl)-1,2,4-oxadiazol-5-yl]-1,1-dioxo-2,3-dihydro-1λ6,5-benzothiazepin-4-one N[C@H]1CS(C2=C(N(C1=O)CC1=CC=C(C=C1)Cl)C=C(C(=C2)F)C2=NC(=NO2)C(CO)(C)C)(=O)=O